S1C(=CC=C1C1=CC=C(C=C1)N1C(=CC=C1)C=O)C1=CC=C(C=C1)N1C(=CC=C1)C=O 1,1'-(thiophene-2,5-diyl-bis(4,1-phenylene))bis(1H-pyrrole-2-carbaldehyde)